oxathiacyclohexadiene-4-one S1=COC(C=C1)=O